COC(=O)C1=CC=C(O1)C#C[C@@]1(OC2=CC=CC=C2C(C1)=O)C(=O)OC methyl (R)-2-((5-(methoxycarbonyl)furan-2-yl)ethynyl)-4-oxochromane-2-carboxylate